tert-butyl 4-(3,5-dicyano-4-ethyl-6-mercaptopyridin-2-yl)piperazine-1-carboxylate C(#N)C=1C(=NC(=C(C1CC)C#N)S)N1CCN(CC1)C(=O)OC(C)(C)C